(2S)-3-(4-chlorophenyl)-2-(((2-(3-chlorophenyl)-2,2-difluoro-1-phenylethoxy)carbonyl)amino)propionic acid ClC1=CC=C(C=C1)C[C@@H](C(=O)O)NC(=O)OC(C(F)(F)C1=CC(=CC=C1)Cl)C1=CC=CC=C1